C(C)C=1C=CC=C2C=C(C(NC12)=O)C=O 8-ETHYL-1,2-DIHYDRO-2-OXO-3-QUINOLINECARBOXALDEHYDE